O=C1CNC(CN1)=O 3,6-dioxo-piperazin